CN(C=1C=C(C(=O)OC)C=CC1OC)C Methyl 3-(dimethylamino)-4-methoxybenzoate